NC1=NC(=C(C=2N1C(N(N2)C(CN)C2COCC2)=O)C2=CC(=NC(=C2)C)C)C2=CC=CC=C2 5-amino-2-(2-amino-1-tetrahydrofuran-3-yl-ethyl)-8-(2,6-dimethyl-4-pyridinyl)-7-phenyl-[1,2,4]triazolo[4,3-C]pyrimidin-3-one